C(C)(C)(C)OC(N(C1=NC=C(N=C1C1=CC(=NO1)C1=CC=C(C=C1)C#N)C1=CC=C(C=C1)S(=O)(=O)C(C)C)C(=O)OC(C)(C)C)=O tert-butyl(tert-butoxycarbonyl)(3-(3-(4-cyanophenyl)isoxazol-5-yl)-5-(4-(isopropylsulfonyl)phenyl)pyrazine-2-yl)carbamate